tert-Butyl ((2-(trifluoromethyl)-8-(4-(trifluoromethyl)phenyl)imidazo[1,2-a]pyrazin-6-yl)methyl)carbamate FC(C=1N=C2N(C=C(N=C2C2=CC=C(C=C2)C(F)(F)F)CNC(OC(C)(C)C)=O)C1)(F)F